CC1=CN=C(S1)C=1C=C(C(=O)N[C@H](C)C=2N=NC(=CC2)C(F)(F)F)C=C(C1)OC1COC1 3-(5-methyl-1,3-thiazol-2-yl)-5-(oxetan-3-yloxy)-N-{(1R)-1-[6-(trifluoromethyl)pyridazin-3-yl]ethyl}benzamide